CN1C(N(C2=C1C=C(C=C2)N2CCC(CC2)N2CCNCC2)C2C(NC(CC2)=O)=O)=O 3-(3-methyl-2-oxo-5-(4-(piperazin-1-yl)piperidin-1-yl)-2,3-dihydro-1H-benzo[d]imidazol-1-yl)piperidine-2,6-dione